ClC1=CC(=NC=C1C)N1N=CC(=C1)CC(=O)O 2-(1-(4-chloro-5-methylpyridin-2-yl)-1H-pyrazol-4-yl)acetic acid